5-((2-(4-(2-(((5-(Trifluoromethyl)-1H-indol-2-yl)methyl)amino)ethyl)-1H-1,2,3-triazol-1-yl)ethyl)amino)benzo[c][2,6]naphthyridine-8-carboxamide FC(C=1C=C2C=C(NC2=CC1)CNCCC=1N=NN(C1)CCNC1=NC2=C(C3=CN=CC=C13)C=CC(=C2)C(=O)N)(F)F